4-(((tert-butyldiphenylsilyl)oxy)methyl)-2-methoxyaniline [Si](C1=CC=CC=C1)(C1=CC=CC=C1)(C(C)(C)C)OCC1=CC(=C(N)C=C1)OC